(1S,3S,5S)-N-((R)-1-(4-(1H-imidazol-2-yl)thiophen-2-yl)ethyl)-5-methyl-2-((4-phenoxybenzoyl)glycyl)-2-azabicyclo[3.1.0]hexane-3-carboxamide N1C(=NC=C1)C=1C=C(SC1)[C@@H](C)NC(=O)[C@H]1N([C@H]2C[C@]2(C1)C)C(CNC(C1=CC=C(C=C1)OC1=CC=CC=C1)=O)=O